tert-butyl N-[2-[2-[2-[2-[5-[1-[(2-cyano-3-pyridyl)methyl]-2,2-dimethyl-3-oxo-pyrrolo[2,3-b]pyridin-6-yl]pyrimidin-2-yl]oxyethoxy] ethoxy]ethoxy]ethyl]carbamate C(#N)C1=NC=CC=C1CN1C(C(C=2C1=NC(=CC2)C=2C=NC(=NC2)OCCOCCOCCOCCNC(OC(C)(C)C)=O)=O)(C)C